phenyl(2-(5-(3-(trifluoromethyl)benzyl)pyridin-2-yl)morpholino)methanone C1(=CC=CC=C1)C(=O)N1CC(OCC1)C1=NC=C(C=C1)CC1=CC(=CC=C1)C(F)(F)F